4-(2-azaspiro[3.3]-heptan-6-ylmethyl)-2-(trifluorometh-yl)benzonitrile C1NCC12CC(C2)CC2=CC(=C(C#N)C=C2)C(F)(F)F